N-[2-(6-cyano-2-pyridinyl)-2-(1-methylpyrazol-4-yl)propyl]-2-(2,4-difluorophenyl)triazole-4-carboxamide C(#N)C1=CC=CC(=N1)C(CNC(=O)C1=NN(N=C1)C1=C(C=C(C=C1)F)F)(C)C=1C=NN(C1)C